NC=1C2=C(N=CN1)N(C=C2)[C@H]2[C@H]([C@@H]([C@H](O2)C(=O)NC2=CC=C1C=CC(=NC1=C2)N2CCC2)O)F (2S,3R,4S,5R)-5-{4-amino-7H-pyrrolo[2,3-d]pyrimidin-7-yl}-N-[2-(azetidin-1-yl)quinolin-7-yl]-4-fluoro-3-hydroxyoxolane-2-carboxamide